(2S,3S)-3-{3-[4-(trifluoromethyl)benzoylamino]benzyloxy}aspartic acid FC(C1=CC=C(C(=O)NC=2C=C(CO[C@@H]([C@H](N)C(=O)O)C(=O)O)C=CC2)C=C1)(F)F